4-(2-oxaspiro[3.3]heptane-6-ylmethylamino)-3-nitrobenzenesulfonamide C1OCC12CC(C2)CNC2=C(C=C(C=C2)S(=O)(=O)N)[N+](=O)[O-]